CC(C)(C)[S@@](=O)/N=C(\C)/C1=CC(=CC=2N=C3C(=NC12)OC[C@H]1N3CCOC1)C (R)-2-methyl-N-((E)-1-((S)-10-methyl-1,2,4a,5-tetrahydro-4H-[1,4]oxazino[4',3':4,5][1,4]oxazino[2,3-b]quinoxalin-8-yl)ethylidene)propane-2-sulfinamide